6-[(t-butoxy)carbonyl]-6-azaspiro[2.5]octane-1-carboxylic acid C(C)(C)(C)OC(=O)N1CCC2(CC2C(=O)O)CC1